C(OC[C@]1(O[C@H](C[C@@H]1O)N1C2=NC(=NC(=C2N=C1)N)F)C#C)(OCC=1OC(OC1C)=O)=O [(2R,3S,5R)-5-(6-amino-2-fluoro-purin-9-yl)-2-ethynyl-3-hydroxy-tetrahydrofuran-2-yl]methyl (5-methyl-2-oxo-1,3-dioxol-4-yl)methyl carbonate